ClC=1C=C(CCNC(C)(C)C=2C=C(N)C=CC2)C=CC1C(F)(F)F 3-(2-((3-chloro-4-(trifluoromethyl)phenethyl)amino)propan-2-yl)aniline